(R,S)-4-((2,6-Dimethylpyridin-4-yl)((6-fluoro-4-oxochroman-7-yl)oxy)methyl)benzonitrile CC1=NC(=CC(=C1)[C@@H](C1=CC=C(C#N)C=C1)OC1=C(C=C2C(CCOC2=C1)=O)F)C